ClC1=C(C(=O)OCC)C=CC(=N1)C Ethyl 2-chloro-6-methylnicotinate